FC=1C=C(C=C(C1)F)C(C#N)=C1CCN(CC1)C(=O)N1CC=2N(CC1)N=CN2 2-(3,5-difluorophenyl)-2-(1-(5,6,7,8-tetrahydro-[1,2,4]triazolo[1,5-a]pyrazin-7-carbonyl)piperidin-4-ylidene)acetonitrile